C(CCCCCCCCCCCCC)(=O)N[C@@H]([C@H](O)C1=CC=C(C=C1)[N+](=O)[O-])CO (1R,2R)-2-(N-tetradecanoylamino)-1-(4-nitrophenyl)-1,3-propanediol